ClC=1C=C(C=C(C1)NS(=O)(=O)C)NC(=O)C=1SC(=C(C1)C1=NC=C(C=C1)C#N)C N-(3-chloro-5-(methylsulfonamido)phenyl)-4-(5-cyanopyridin-2-yl)-5-methylthiophene-2-carboxamide